[5-(4-aminocinnolin-7-yl)-2-methoxy-4-(1,3-oxazol-2-yl)phenyl]boronic acid formate salt C(=O)O.NC1=CN=NC2=CC(=CC=C12)C=1C(=CC(=C(C1)B(O)O)OC)C=1OC=CN1